4-(oxetan-3-yloxy)-N-[(1S,3S)-3-(triazolo[1,5-a]pyridin-3-yl)cyclohexyl]-5-(trifluoromethyl)pyrimidin-2-amine O1CC(C1)OC1=NC(=NC=C1C(F)(F)F)N[C@@H]1C[C@H](CCC1)C=1N=NN2C1C=CC=C2